NC1=C(SC2=NC(=CC=C21)C2=CC=1C(N=C2)=NN(C1)C)[C@@H](O)C1CC(C1)(F)F (S)-(3-amino-6-(2-methyl-2H-pyrazolo[3,4-b]pyridin-5-yl)thieno[2,3-b]pyridin-2-yl)(3,3-difluorocyclobutyl)methanol